C(O[C@H]1C[C@H](C=C2C=C[C@@H]([C@@H]([C@@H]12)CC[C@H]1OC(C[C@@H](C1)O)=O)C)C)(OC1=CC=C(C=C1)[N+](=O)[O-])=O (1S,3R,7S,8S,8aR)-8-(2-((2R,4R)-4-hydroxy-6-oxotetrahydro-2H-pyran-2-yl) ethyl)-3,7-dimethyl-1,2,3,7,8,8a-hexahydronaphthalen-1-yl (4-nitrophenyl) carbonate